ClC=1C=C2C(=CNC2=CC1)NC1=NC2=C(N1N(C)C)C=CC(=C2)C(F)(F)F N2-(5-Chloro-1H-indol-3-yl)-N1,N1-dimethyl-5-(trifluoromethyl)-1H-benzo[d]imidazole-1,2-diamine